O.O=C[C@H](O)[C@@H](O)[C@H](O)[C@H](O)CO D-Glucose Monohydrat